CC(C)(O[Si](=O)OCC)C dimethyldiethoxysilaneOne